5-((((3'-chloro-2'-(2-chloro-3-((3-fluoro-4-(((2-hydroxy-2-methylpropyl)amino)methyl)pyridin-2-yl)amino)phenyl)-6-methoxy-[2,4'-bipyridin]-5-yl)methyl)amino)methyl)pyrrolidin-2-one ClC=1C(=NC=CC1C1=NC(=C(C=C1)CNCC1CCC(N1)=O)OC)C1=C(C(=CC=C1)NC1=NC=CC(=C1F)CNCC(C)(C)O)Cl